C(CCCC)OC(C1=CC=C(C=C1)N(C)C)=O 4-(dimethylamino)benzoic acid amylester